1-(3,4-dimethoxyphenyl)butan-2-one COC=1C=C(C=CC1OC)CC(CC)=O